3-(4-piperazin-1-ylindolin-1-yl)piperidine-2,6-dione N1(CCNCC1)C1=C2CCN(C2=CC=C1)C1C(NC(CC1)=O)=O